N-(4-(4-Bromophenyl)-2-hydroxy-2-(trifluoromethyl)-2H-chromen-3-yl)acetamide BrC1=CC=C(C=C1)C1=C(C(OC2=CC=CC=C12)(C(F)(F)F)O)NC(C)=O